2-amino-3-cyano-5-fluorobenzo[b]thiophen-4-yl trifluoromethanesulfonate FC(S(=O)(=O)OC1=C(C=CC=2SC(=C(C21)C#N)N)F)(F)F